C(C(=C)C)(=O)NCC(CS(=O)(=O)O)O 3-methacrylamido-2-hydroxypropanesulphonic acid